(2'S,6'S)-1'-benzyl-1-[(4-methoxyphenyl)methyl]-2',6-dimethyl-6'-(1-methyltriazol-4-yl)spiro[indoline-3,4'-piperidin]-2-one C(C1=CC=CC=C1)N1[C@H](CC2(C[C@H]1C=1N=NN(C1)C)C(N(C1=CC(=CC=C12)C)CC1=CC=C(C=C1)OC)=O)C